NC1=C2N(C(N(C2=NC=N1)C1CN(C1)C(=O)OC(C)(C)C)=O)C1=CC=C(C=C1)OC1=CC=CC=C1 Tert-butyl 3-[6-amino-8-oxo-7-(4-phenoxyphenyl)-7,8-dihydro-9H-purin-9-yl]azetidine-1-carboxylate